OC1=CC=C(C=C1)/C(=C(\CC)/C1=CC=CC=C1)/C1=CC=C(OCCCCCN2C(CN(CC2C)C=2C=C3CN(C(C3=CC2)=O)C2C(NC(CC2)=O)=O)C)C=C1 (Z)-3-(5-(4-(5-(4-(1-(4-hydroxyphenyl)-2-phenylbut-1-en-1-yl)phenoxy)pentyl)-3,5-dimethylpiperazin-1-yl)-1-oxoisoindolin-2-yl)piperidine-2,6-dione